N-(4-(2,3-epoxypropoxy)-3,5-dimethylphenylpropyl)acrylamide C(C1CO1)OC1=C(C=C(C=C1C)CCCNC(C=C)=O)C